2-bromo-4-[4-(dimethoxymethyl)-1-piperidinyl]Benzoic acid methyl ester COC(C1=C(C=C(C=C1)N1CCC(CC1)C(OC)OC)Br)=O